N=1NN=NC1C1=CC=C(OC2=NC=C(C(=C2)C)[N+](=O)[O-])C=C1 2-(4-(2H-tetrazol-5-yl)phenoxy)-4-methyl-5-nitropyridine